3,3'-(oxybis(ethane-2,1-diyl))bis(1-methyl-1H-imidazol-3-ium) chloride [Cl-].O(CC[N+]1=CN(C=C1)C)CC[N+]1=CN(C=C1)C.[Cl-]